ClC1=NC=C(C(=N1)C1=CC=C2C(C=C(N(C2=C1)C(C)C)C)=O)F 7-(2-chloro-5-fluoropyrimidin-4-yl)-1-isopropyl-2-methylquinolin-4(1H)-one